(6-(4-chlorophenyl)thiazolo[4,5-b]pyrazin-2-yl)-2',5-dicyano-[1,1'-biphenyl]-2-carboxamide ClC1=CC=C(C=C1)C=1N=C2C(=NC1)N=C(S2)C2=C(C(=CC(=C2)C#N)C2=C(C=CC=C2)C#N)C(=O)N